C1(=CC=CC=C1)NP(O)=O.NC1=C(C(=NN1CC(C(C)(C)C)=O)C1=CC=C(C=C1)CNC(C1=C(C=CC=C1)OC)=O)C(=O)N 5-Amino-1-(3,3-dimethyl-2-oxo-butyl)-3-[4-[[(2-methoxybenzoyl)amino]methyl]phenyl]pyrazole-4-carboxamide N-phenyl-Phosphonamidate